ClC=1C(=CC(=NC1)[N+](=O)[O-])C=1C=NN(C1)C1CCN(CC1)C(=O)OC(C)(C)C tert-butyl 4-(4-(5-chloro-2-nitropyridin-4-yl)-1H-pyrazol-1-yl)piperidine-1-carboxylate